(E)-(2-ethylidenetetrahydro-1H-pyrrolizin-7a(5H)-yl)methanol C(/C)=C\1/CC2(CCCN2C1)CO